FC=1C=C(C=CC1N(CCCl)CCCl)C1=NC(=NC(=N1)C(Cl)(Cl)Cl)C(Cl)(Cl)Cl 4-[m-fluoro-p-N,N-bis(chloroethyl)aminophenyl]-2,6-bis(trichloromethyl)-s-triazine